5-chlorooxazolo[4,5-b]pyridine-2-thiol ClC1=CC=C2C(=N1)N=C(O2)S